(E)-N8-hydroxy-2-((naphthalen-1-yloxy)methyl)-N1-(3-(2-oxopyrrolidin-1-yl)propyl)-2-octenediamide ONC(CCCC/C=C(/C(=O)NCCCN1C(CCC1)=O)\COC1=CC=CC2=CC=CC=C12)=O